(S)-2-(4-(6-((4-chloro-6-(1H-1,2,3-triazol-1-yl)pyridin-3-yl)methoxy)pyridin-2-yl)-2-fluorobenzyl)-1-(4,4-dimethyltetrahydrofuran-3-yl)-1H-benzo[d]imidazole-6-carboxylic acid ClC1=C(C=NC(=C1)N1N=NC=C1)COC1=CC=CC(=N1)C1=CC(=C(CC2=NC3=C(N2[C@@H]2COCC2(C)C)C=C(C=C3)C(=O)O)C=C1)F